1-((6-(1H-1,2,3-triazol-1-yl)pyridin-3-yl)methyl)-4-(bicyclo[1.1.1]pentan-1-yl)-1,4-dihydropyrazine-2,3-dione N1(N=NC=C1)C1=CC=C(C=N1)CN1C(C(N(C=C1)C12CC(C1)C2)=O)=O